CC=1SC2=C(N1)C(=CC=C2)B2OC(C(O2)(C)C)(C)C 2-methyl-4-(4,4,5,5-tetramethyl-1,3,2-dioxaborolan-2-yl)-1,3-benzothiazole